C(C)(C)(C)N1C[C@H]([C@@H](C1)C1=CC=CC=C1)C(=O)NC1=CC(=CC=C1)OC1CCOCC1 |r| (±)-trans-tert-Butyl-4-phenyl-N-[3-(tetrahydro-2H-pyran-4-yloxy)phenyl]pyrrolidine-3-carboxamide